[N+](=O)([O-])C1=CC=C2CCCNC2=C1 7-nitro-1,2,3,4-tetrahydroquinoline